C(C)(C)(C)OC(=O)N=S(=O)(C=1C(=NC(=CC1)C)OCC[C@@H](CCO)C)N1[C@@H](CCC1)C(=O)OC Methyl (N-(tert-butoxycarbonyl)-2-(((R)-5-hydroxy-3-methylpentyl)oxy)-6-methylpyridine-3-sulfonimidoyl)-L-prolinate